ClC1=C(C(=CC=C1)N1CCN(CC1)C(C)C)NC(=O)N1CC(CC1)(C)OC1=CC=C(C=C1)Cl N-(2-chloro-6-(4-isopropylpiperazin-1-yl)phenyl)-3-(4-chlorophenoxy)-3-methylpyrrolidine-1-carboxamide